C(CCCCCCC)OC(CCC(=O)OCC(COC(CCCCCC(=O)[O-])=O)CO)OCCCCCCCC 7-(3-((4,4-bis(octyloxy) butanoyl) oxy)-2-(hydroxymethyl) propoxy)-7-oxoheptanoate